(R)-7-(hydroxymethyl)-2-(1H-pyrazol-4-yl)-4,5,7,8-tetrahydro-3-oxa-1-thia-5a,8-diazabenzo[cd]azulen-9(6H)-one OC[C@H]1CN2C=3C(=C(SC3C(N1)=O)C=1C=NNC1)OCC2